N'-cyano-N-ethyl-6-[4-fluoro-2-[5-fluoro-2-(methylsulfanyl)phenyl]pyrrolidin-1-yl]imidazo[1,2-b]pyridazine-3-carboximidamid C(#N)N=C(NCC)C1=CN=C2N1N=C(C=C2)N2C(CC(C2)F)C2=C(C=CC(=C2)F)SC